6-bromo-4-hydroxy-8-methyl-pyrido[2,3-d]Pyrimidin-7-one BrC1=CC2=C(N=CN=C2O)N(C1=O)C